N,N-dimethyl-3,4-diphenylbutyramide CN(C(CC(CC1=CC=CC=C1)C1=CC=CC=C1)=O)C